4-((1S,3S)-3-(3-(5-fluoro-2-methylphenyl)-1,2,4-oxadiazol-5-yl)-2,2-dimethylcyclopropyl)-benzenesulfonamide FC=1C=CC(=C(C1)C1=NOC(=N1)[C@@H]1C([C@H]1C1=CC=C(C=C1)S(=O)(=O)N)(C)C)C